C(#N)C1=CC=C(S1)CN1C2=C(C3=CC=CC(=C13)C(=O)O)CCCC(C2)CCCCCC 5-[(5-Cyanothien-2-yl)methyl]-7-hexyl-5H,6H,7H,8H,9H,10H-cyclohepta[b]indole-4-carboxylic acid